BrC1=C(C(=CC=C1)F)C1CC(=NO1)C=1N=C(SC1)C1CCN(CC1)C(COC1=NC=C(N=C1)C(F)(F)F)=O 1-(4-(4-(5-(2-bromo-6-fluorophenyl)-4,5-dihydroisoxazol-3-yl)thiazol-2-yl)piperidin-1-yl)-2-((5-(trifluoromethyl)pyrazin-2-yl)oxy)ethan-1-one